OCC1=CC(=NC=C1)C(=O)NC1=CC=C(C=C1)C1=CC2=C(N=CN=C2C2CCOCC2)N1 4-(Hydroxymethyl)-N-(4-(4-(tetrahydro-2H-pyran-4-yl)-7H-pyrrolo[2,3-d]pyrimidin-6-yl)phenyl)picolinamide